(2r,5r)-2-(aminocarbonyl)-7-oxo-1,6-diazabicyclo[3.2.1]oct-6-yl sulfate (tetrabutylammonium) salt C(CCC)[N+](CCCC)(CCCC)CCCC.S(=O)(=O)(ON1[C@@H]2CC[C@@H](N(C1=O)C2)C(=O)N)[O-]